N-phenyl-4-(trifluoromethyl)benzamide C1(=CC=CC=C1)NC(C1=CC=C(C=C1)C(F)(F)F)=O